2-(3-aminophenyl)ethanol NC=1C=C(C=CC1)CCO